C(C=C)(=O)NC=1C(=CC(=C(C1)NC1=CC(=NC=N1)N1OCC[C@@H]1C=1C=C(C(=O)NC(C)C)C=CC1)OC)N(C)CCN(C)C (R)-3-(2-(6-((5-acrylamido-4-((2-(dimethylamino)-ethyl)(methyl)-amino)-2-methoxy-phenyl)amino)pyrimidin-4-yl)isoxazolidin-3-yl)-N-isopropylbenzamide